lithium (R)-2-((2S,5R)-2-(4-((tert-butoxycarbonylamino) methyl) phenyl-carbamoyl)-3-methyl-7-oxo-1,6-diazabicyclo[3.2.1]oct-3-en-6-yloxy)-2-fluoroacetate C(C)(C)(C)OC(=O)NCC1=CC=C(C=C1)NC(=O)[C@H]1N2C(N([C@H](C=C1C)C2)O[C@@H](C(=O)[O-])F)=O.[Li+]